C1(CC1)C1=NC=NC(=C1C1=NC=C2C=CC(N(C2=C1)CC1=CC=C(C=C1)C=1N(C=C(N1)C(F)(F)F)C)=O)OC 7-(4-cyclopropyl-6-methoxypyrimidin-5-yl)-1-({4-[1-methyl-4-(trifluoromethyl)imidazol-2-yl]phenyl}methyl)-1,6-naphthyridin-2-one